N-[4-(dimethylamino)phenyl]guanidine CN(C)C1=CC=C(C=C1)N=C(N)N